(4-(benzyloxy)phenyl)-5-(2-nitrophenyl)-2-(4-(trifluoromethyl)phenyl)Azole-4-carboxamide C(C1=CC=CC=C1)OC1=CC=C(C=C1)C1=C(NC(=C1C(=O)N)C1=C(C=CC=C1)[N+](=O)[O-])C1=CC=C(C=C1)C(F)(F)F